C1(CCCC1)N1C(C(=CC2=C1N=C(N=C2)NC2=CC=C(C=C2)N2C(CNCC2)=O)C#N)=O 8-cyclopentyl-7-oxo-2-((4-(2-oxopiperazin-1-yl)phenyl)amino)-7,8-dihydropyrido[2,3-d]pyrimidine-6-carbonitrile